C(C=C)[C@]1(O[C@H]([C@@H](C(C1)(C)O)NC(=O)OC(C)(C)C)[C@@H]1OC(O[C@@H]1CN=[N+]=[N-])(C)C)C(=O)OC methyl (2R,5S,6R)-2-allyl-6-((4R,5R)-5-(azidomethyl)-2,2-dimethyl-1,3-dioxolan-4-yl)-5-((tert-butoxycarbonyl)amino)-4-hydroxy-4-methyltetrahydro-2H-pyran-2-carboxylate